COC1=C(C#N)C(=CC(=N1)N1N=NC(=C1)CN1C[C@H](NCC1)C=1C(=C2COC(C2=CC1)=O)C)C (R)-2-methoxy-4-methyl-6-(4-((3-(4-methyl-1-oxo-1,3-dihydroisobenzofuran-5-yl)piperazin-1-yl)methyl)-1H-1,2,3-triazol-1-yl)nicotinonitrile